C(C)OP(=O)(OCC)O.C1(=CC=CC=C1)NC1=CC=CC=C1 diphenylamine diethyl-phosphate